tert-butyl (R)-3-((6-chloropyridazin-3-yl)amino)piperidine-1-carboxylate ClC1=CC=C(N=N1)N[C@H]1CN(CCC1)C(=O)OC(C)(C)C